C1([C@@H](O)[C@@H](O)[C@H](O)[C@H](O1)CO)[C@@]1([C@@](O[C@@H]([C@H]1O)CO)(N1C(=O)NC(=O)C=C1)C)O D-mannosyl-methyluridine